2-(2-hydroxyethyl)-7-(4-((6-methoxypyridin-3-yl)oxy)piperidin-1-yl)-6-methyl-[1,2,4]triazolo[4,3-a]pyrimidin-3(2H)-one OCCN1N=C2N(C=C(C(=N2)N2CCC(CC2)OC=2C=NC(=CC2)OC)C)C1=O